5-[[4-[[MORPHOLIN-2-YL]METHYLAMINO]-5-(TRIFLUOROMETHYL)-2-PYRIDYL]AMINO]PYRAZINE-2-CARBONITRILE N1CC(OCC1)CNC1=CC(=NC=C1C(F)(F)F)NC=1N=CC(=NC1)C#N